2-(2,6-dioxopiperidin-3-yl)-4-[3-(hydroxymethyl)pyrrolidin-1-yl]-2,3-dihydro-1H-isoindole-1,3-dione O=C1NC(CCC1N1C(C2=CC=CC(=C2C1=O)N1CC(CC1)CO)=O)=O